C(C)(C)(C)OC(=O)N1CC2=CC=CC=C2C[C@H]1C(=O)N1CCC(CC1)F (3S)-3-(4-fluoropiperidine-1-carbonyl)-3,4-dihydro-1H-isoquinoline-2-carboxylic acid tert-butyl ester